[Li+].ClC1=CC=C(C=C1)C(C(=O)NCC=1C(=C(C(=O)[O-])C=CC1)[N+](=O)[O-])(F)F ((2-(4-chlorophenyl)-2,2-difluoroacetamido)methyl)-2-nitrobenzoic acid lithium salt